CC=1C=C(C(=O)NC2CCC(CC2)NC2=CC=CC=3N2C=C(N3)C#N)C=CC1 3-methyl-N-[(1s,4s)-4-({2-cyanoimidazo[1,2-a]pyridin-5-yl}amino)cyclohexyl]benzamide